FC=1C=C(C(NC1)=O)[C@@H](C)NC=1C=CC=2N(N1)C(=CN2)C=2N=NC=C(C2)CO (R)-5-fluoro-3-(1-((3-(5-(hydroxymethyl)pyridazin-3-yl)imidazo[1,2-b]pyridazin-6-yl)amino)ethyl)pyridin-2(1H)-one